5-(diphenylmethylene)-3-isopropyloxazolidine-2,4-dione C1(=CC=CC=C1)C(=C1C(N(C(O1)=O)C(C)C)=O)C1=CC=CC=C1